2-(5-methylpyridin-3-yl)[1,2,4]triazolo[1,5-c]quinazolin CC=1C=C(C=NC1)C1=NN2C=NC=3C=CC=CC3C2=N1